Tert-butyliminotris(methylethylamino)niobium C(C)(C)(C)N=[Nb](N(C)CC)(N(C)CC)N(CC)C